2-(4-((4-((5-cyclopropyl-1H-pyrazol-3-yl)(methyl)amino)pyrimidin-2-yl)(methyl)amino)piperidin-1-yl)-N-(3-(trifluoromethyl)phenyl)acetamide C1(CC1)C1=CC(=NN1)N(C1=NC(=NC=C1)N(C1CCN(CC1)CC(=O)NC1=CC(=CC=C1)C(F)(F)F)C)C